3-(4-Methyl-1,3-dioxan-2-yl)butane-2-thiol CC1OC(OCC1)C(C(C)S)C